5'-methyl-1',1'-dioxido-5'H-spiro[cyclopropane-1,4'-pyrido[2,3-f][1,2,5]thiadiazepin] CN1C2(C=NS(C3=C1N=CC=C3)(=O)=O)CC2